N1(CCC1)C(CN1C(N(C2=NC=C(C=C21)C2=C(C=CC(=C2)C(F)(F)F)C)C(C2=CC=CC=C2)(C2=CC=CC=C2)C2=CC=CC=C2)=O)=O 1-(2-(azetidin-1-yl)-2-oxoethyl)-6-(2-methyl-5-(trifluoromethyl)phenyl)-3-trityl-1,3-dihydro-2H-imidazo[4,5-b]pyridin-2-one